(1s,3s)-3-[(6-bromo-5-cyclopropyl-1,2,4-triazin-3-yl)amino]-1-methylcyclobutan-1-ol BrC1=C(N=C(N=N1)NC1CC(C1)(O)C)C1CC1